(S)-7-((3-amino-4-methyl-1H-pyrazol-1-yl)methyl)-4-(cyclopropylethynyl)-4-(1,1-difluoroethyl)-6-fluoro-3,4-dihydroquinazolin-2(1H)-one NC1=NN(C=C1C)CC1=C(C=C2[C@](NC(NC2=C1)=O)(C(C)(F)F)C#CC1CC1)F